ClC1=C(C(=C(C=C1OC)OC)Cl)N1CC2=C(C=3C=C(C=NC13)C)N=C(N=C2)N[C@@H]2COCC[C@H]2C(C(=O)N)=C ((3S,4S)-3-((6-(2,6-dichloro-3,5-dimethoxyphenyl)-9-methyl-5,6-dihydropyrimido[5,4-c][1,8]naphthyridin-2-yl)amino)tetrahydro-2H-pyran-4-yl)acrylamide